1-ethyl-4-(4-((4-(ethylamino)-3-(trifluoromethyl)-1H-pyrrolo[2,3-b]pyridin-6-yl)amino)-3-methoxyphenyl)-1,4-azaphosphinane 4-oxide C(C)N1CCP(CC1)(C1=CC(=C(C=C1)NC1=CC(=C2C(=N1)NC=C2C(F)(F)F)NCC)OC)=O